OCCN(C(=O)[C@H]1CNCC1)C (R)-3-((2-hydroxyethyl)(methyl)carbamoyl)pyrrolidine